N-[3-(cyclohepta-2,4,6-trienyl)prop-2-ynyl]-N-(3-cyclopropylprop-2-ynyl)-4-methylbenzenesulfonamide C1(C=CC=CC=C1)C#CCN(S(=O)(=O)C1=CC=C(C=C1)C)CC#CC1CC1